N-((1s,4s)-4-(((3,5-dimethylisoxazol-4-yl)methyl)amino)cyclohexyl)-4-isopropyl-5-(8-methyl-[1,2,4]triazolo[1,5-a]pyridin-6-yl)-1H-pyrazole-3-carboxamide CC1=NOC(=C1CNC1CCC(CC1)NC(=O)C1=NNC(=C1C(C)C)C=1C=C(C=2N(C1)N=CN2)C)C